(1R,2R)- and (1S,2S)-p-methylsulfosulfonylphenylserinol CC1=CC=C(C=C1)N(C(CO)CO)S(=O)(=O)S(=O)(=O)O